5-(1,1-dicyclohexyl-propyloxycarbonyl-methyl-oxycarbonyl)-7-oxo-bicyclo[2.2.1]Hept-2-ene C1(CCCCC1)C(CC)(OC(=O)COC(=O)C1C2C=CC(C1)C2=O)C2CCCCC2